2,4-Dioxo-5-phenylvalerate O=C(C(=O)[O-])CC(CC1=CC=CC=C1)=O